lithium n-pentanethiolate C(CCCC)[S-].[Li+]